2,2-bis(3,5-Dimethyl-4-hydroxyphenyl)propane CC=1C=C(C=C(C1O)C)C(C)(C)C1=CC(=C(C(=C1)C)O)C